C(CCCC)(=O)[C-]1C=CC=C1.[CH-]1C=CC=C1.[Fe+2] pentanoyl-ferrocene